OC1OCC(C2=CC=CC=C12)C hydroxy-4-methylisochromane